6-amino-5-bromo-N-(1-cyanochloropropyl)pyridin-3-sulfonamide NC1=C(C=C(C=N1)S(=O)(=O)NC(CCCl)C#N)Br